OCCCC(=O)[O-] γ-Hydroxybutyrat